Ethyl (S)-4-tert-butoxycarbonylamino-5-(triphenylmethylthio)pentanoate C(C)(C)(C)OC(=O)N[C@@H](CCC(=O)OCC)CSC(C1=CC=CC=C1)(C1=CC=CC=C1)C1=CC=CC=C1